FC1=C(C=CC=C1)C(C=1NC(=NN1)C(=O)OCC)O ethyl 5-((2-fluorophenyl) (hydroxy) methyl)-4H-1,2,4-triazole-3-carboxylate